[Pt].C1=CCCC=CCC1 cycloocta-1,5-diene platinum